[Cl-].[Cl-].FC(C=1C=C(C=CC1)C(=[Zr+2](C1=C(C(=CC=2C3=CC(=C(C=C3CC12)C(C)(C)C)C(C)(C)C)C(C)(C)C)C(C)(C)C)C1C=CC=C1)C1=CC(=CC=C1)C(F)(F)F)(F)F di-(m-trifluoromethyl-phenyl)methylene(cyclopentadienyl)(2,3,6,7-tetra-tert-butylfluorenyl)zirconium dichloride